C1C2N(CCN1C1=NC3=C(N1C(=O)NCCC(C)C)C=CC=C3)CCCC2 (Hexahydro-1H-pyrido[1,2-a]pyrazin-2(6H)-yl)-N-iso-pentyl-1H-benzo[d]imidazole-1-carboxamide